NC1=C(N=C(S1)C1=C(C=CC=C1F)F)C(=O)NC=1C(=C2C(=NC1)CCC2)N2CC(C(C(C2)C)O)N 5-amino-N-{4-[3-amino-4-hydroxy-5-methylpiperidin-1-yl]-6,7-dihydro-5H-cyclopenta[b]pyridin-3-yl}-2-(2,6-difluorophenyl)-1,3-thiazole-4-carboxamide